OCCN(S(=O)(=O)C1=CC(=C(C=C1)NCC#CC=1N(C2=CC=CC(=C2C1)NC1CCOCC1)CC(F)(F)F)OC)CCO N,N-bis(2-hydroxyethyl)-3-methoxy-4-[(3-{4-[(oxan-4-yl)amino]-1-(2,2,2-trifluoroethyl)-1H-indol-2-yl}prop-2-yn-1-yl)amino]benzene-1-sulfonamide